NC1=NC(=CC(=N1)N1CC2=C(CCC1)C=CC(=C2)C#N)C2=CC(=CC=C2)OC 2-(2-Amino-6-(3-methoxyphenyl)pyrimidin-4-yl)-2,3,4,5-tetrahydro-1H-benzo[c]azepin-8-carbonitrile